OC1=C(C=CC(=C1)C)C(\C=C\C1=CC=C(C=C1)O)=O (E)-1-(2-Hydroxy-4-methylphenyl)-3-(4-hydroxyphenyl)prop-2-en-1-one